CC1=NC=2C(=NC(=CC2)C2=CC(=NC=C2)N)N1C1=CC=C(C=C1)CN1CCNCC1 4-(2-methyl-3-(4-(piperazin-1-ylmethyl)phenyl)-3H-imidazo[4,5-b]pyridin-5-yl)pyridin-2-amine